C(C)(C)(C)C1=NN(C(=C1C(=O)O)OC1=CC(=CC=C1)Cl)C 3-(tert-butyl)-5-(3-chlorophenoxy)-1-methyl-1H-pyrazole-4-carboxylic acid